CC1=C(C(=CC=C1C)C)C=CC=C 1-(2,3,6-Trimethyl-phenyl)-1,3-butadiene